tert-butyl-2-(adamantan-1-yl)-carbamoyl-4-bromo-1H-pyrrole-1-carboxylate C(C)(C)(C)C1=C(C(=C(N1C(=O)[O-])C12CC3CC(CC(C1)C3)C2)C(N)=O)Br